tert-butyl 3-(2-(3-((2-((S)-2-acetamido-4-(tert-butoxy)-4-oxobutanamido)-2-(1,5-dimethyl-1H-pyrazol-3-yl)acetamido)methyl)-4-methylphenoxy)ethyl)piperidine-1-carboxylate C(C)(=O)N[C@H](C(=O)NC(C(=O)NCC=1C=C(OCCC2CN(CCC2)C(=O)OC(C)(C)C)C=CC1C)C1=NN(C(=C1)C)C)CC(=O)OC(C)(C)C